(3-chloro-4-methylphenyl)methanamine ClC=1C=C(C=CC1C)CN